azobis(2-methyl-propionitrile) N(=NC(C#N)(C)C)C(C#N)(C)C